1-(4-(5-(3,4-dichlorophenyl)-1,2,4-oxadiazol-3-yl)piperidin-1-yl)-2-(1-methyl-1H-1,2,4-triazol-5-yl)ethan-1-one ClC=1C=C(C=CC1Cl)C1=NC(=NO1)C1CCN(CC1)C(CC1=NC=NN1C)=O